ethyl 3-(1-(4-chlorobenzyl)-5-isopropyl-3-(neopentylsulfonyl)-1H-indol-2-yl)-2,2-dimethylpropionate ClC1=CC=C(CN2C(=C(C3=CC(=CC=C23)C(C)C)S(=O)(=O)CC(C)(C)C)CC(C(=O)OCC)(C)C)C=C1